F[C@@H]1CNCC[C@H]1N1N=CC(=C1)C1(NC=C(C(=N1)NC)C(F)(F)F)N 2-(1-((trans)-3-fluoropiperidin-4-yl)-1H-pyrazol-4-yl)-N4-methyl-5-(trifluoromethyl)pyrimidine-2,4-diamine